1,2,2,3-propane-tetracarboxylic acid C(C(CC(=O)O)(C(=O)O)C(=O)O)C(=O)O